C(C1=CC=CC=C1)OCC1CCC(CC1)N1N=C(C(=C1)C(=O)O)OC(F)F 1-[4-(benzyloxymethyl)cyclohexyl]-3-(difluoromethoxy)pyrazole-4-carboxylic acid